tert-Butyl N-[(1R)-2-hydroxy-1-[(1S,3R)-3-(hydroxymethyl)-2,2-dimethyl-cyclopropyl]ethyl]carbamate OC[C@@H]([C@@H]1C([C@@H]1CO)(C)C)NC(OC(C)(C)C)=O